N,N-dimethylhexamethylenediamine diacetate C(C)(=O)O.C(C)(=O)O.CN(CCCCCCN)C